ethyl 2-(4-ethoxyphenyl)thiazole-4-carboxylate C(C)OC1=CC=C(C=C1)C=1SC=C(N1)C(=O)OCC